C(C)[C@H]1N(C[C@@H](N(C1)C1=CC(N(C=2C=CC(=NC12)C#N)C)=O)C)C(C1=NC=C(C=C1)F)C1=CC(=CC=C1)F 8-[(2s,5r)-5-ethyl-4-[(3-fluorophenyl)(5-fluoropyridin-2-yl)methyl]-2-methylpiperazin-1-yl]-5-methyl-6-oxo-5,6-dihydro-1,5-naphthyridine-2-carbonitrile